diethylphosphorylisocyanate C(C)P(=O)(CC)N=C=O